CC=1N=NC=C(C1[C@@H](C)OC=1C=C2C(=NNC2=CC1)C=1C=C(C(=NC1)N1CC2N(CC1)C(NC2)=O)C)C 7-(5-(5-((R)-1-(3,5-dimethylpyridazin-4-yl)ethoxy)-1H-indazol-3-yl)-3-methylpyridin-2-yl)hexahydroimidazo[1,5-a]pyrazin-3(2H)-one